3-(4-(5,6-dihydroimidazolo[1,2-a]pyrazin-7(8H)-yl)phenyl)-5-(2-fluoro-6-methylphenyl)-1H-pyrazolo[4,3-c]pyridazin-6(5H)-one N=1C=CN2C1CN(CC2)C2=CC=C(C=C2)C2=NNC=1C2=NN(C(C1)=O)C1=C(C=CC=C1C)F